4,4'-bis[6-(Acryloyloxy)hexyloxy]biphenyl C(C=C)(=O)OCCCCCCOC1=CC=C(C=C1)C1=CC=C(C=C1)OCCCCCCOC(C=C)=O